6-((4-Carbamimidoyl-2-fluorophenoxy)carbonyl)-3-ethylbenzo[d]thiazole C(N)(=N)C1=CC(=C(OC(=O)C2=CC3=C(N(CS3)CC)C=C2)C=C1)F